1-ethyl-4-[3-nitro-1H-pyrrolo[3,2-b]pyridin-5-yl]piperazine C(C)N1CCN(CC1)C1=CC=C2C(=N1)C(=CN2)[N+](=O)[O-]